N1(CCN(CC1)CCN(CCCCC(C(=O)[O-])(CCCCCCCCCC)CCCCCCCC)CCCCC(C(=O)[O-])(CCCCCCCCCC)CCCCCCCC)CCN(CCCCC(C(=O)[O-])(CCCCCCCCCC)CCCCCCCC)CCCCC(C(=O)[O-])(CCCCCCCCCC)CCCCCCCC ((piperazine-1,4-diylbis(ethane-2,1-diyl))bis(azanetriyl))tetrakis(butane-4,1-diyl)tetrakis(2-octyldodecanoate)